C(C=C)NC(C1=C(C(=C(C(=C1)CC1=C(C(=NC=C1)N)F)F)F)NC1=C(C=C(C(=C1)O[Si](C)(C)C(C)(C)C)I)F)=O N-allyl-5-((2-amino-3-fluoropyridin-4-yl)methyl)-2-((5-((tert-butyldimethylsilyl)oxy)-2-fluoro-4-iodophenyl)amino)-3,4-difluorobenzamide